9,10-di-2-naphthyl-Anthracene C1=C(C=CC2=CC=CC=C12)C=1C2=CC=CC=C2C(=C2C=CC=CC12)C1=CC2=CC=CC=C2C=C1